2,2'-methylene-bis(4,6-di-tert-butylphenyl-phosphoric acid) C(C1=C(C(=CC(=C1)C(C)(C)C)C(C)(C)C)OP(O)(O)=O)C1=C(C(=CC(=C1)C(C)(C)C)C(C)(C)C)OP(O)(O)=O